octadecyl-dimethyl-(6-trimethoxysilylhexyl)ammonium chloride [Cl-].C(CCCCCCCCCCCCCCCCC)[N+](CCCCCC[Si](OC)(OC)OC)(C)C